2-[[2-[6-(3-cyclopropyl-1,2,4-triazol-1-yl)-2-azaspiro[3.3]heptane-2-carbonyl]-2-azaspiro[3.3]heptan-6-yl]oxy]-5-(trifluoromethoxy)benzonitrile C1(CC1)C1=NN(C=N1)C1CC2(CN(C2)C(=O)N2CC3(C2)CC(C3)OC3=C(C#N)C=C(C=C3)OC(F)(F)F)C1